C(=O)O.CN(CCOC1=CC(=NC=C1)C=1N=C(C2=C(N1)CCC2)N(CC(=O)O)C)C N-(2-(4-(2-(dimethylamino)ethoxy)pyridin-2-yl)-6,7-dihydro-5H-cyclopenta[d]pyrimidin-4-yl)-N-methylglycine formate